5',5''''-(benzo[c][1,2,5]thiadiazole-4,7-diyl)bis(4''-(5,5-dimethyl-1,3-dioxan-2-yl)-[1,1':3',1''-terphenyl]-4-amine) N=1SN=C2C1C(=CC=C2C=2C=C(C=C(C2)C2=CC=C(C=C2)N)C2=CC=C(C=C2)C2OCC(CO2)(C)C)C=2C=C(C=C(C2)C2=CC=C(C=C2)N)C2=CC=C(C=C2)C2OCC(CO2)(C)C